2,2'-(2-bromo-1,3-phenylene)dipyridine BrC1=C(C=CC=C1C1=NC=CC=C1)C1=NC=CC=C1